[Br-].C(CCCCCCC\C=C/CCCCCCCC)[NH+](CC(COCCCCCCCC\C=C/CCCCCCCC)OCCCCCCCC\C=C/CCCCCCCC)CCCCCCCC\C=C/CCCCCCCC di-oleyl-2,3-dioleyloxypropylammonium bromide